4-(4-(3,6-dihydro-2H-pyran-4-yl)phenyl)-1H-indazol-3-amine O1CCC(=CC1)C1=CC=C(C=C1)C1=C2C(=NNC2=CC=C1)N